C[C@H](CCC1=CC=C(C=C1)C1=C(C=CC=C1)C=1C2=CC=C(C=3C=4C=CC=C5C=CC=C(C(=C(C1)C#N)C23)C54)C#N)CCC=C(C)C 4-[4'-((3S)-3,7-dimethyl-6-octenyl)biphenylyl]-1,6-dicyano-perylene